FC=1C=C(CN(C2CCC(CC2)C(=O)N2CC(C3=NC(=CC=C32)C)(C)C)C)C=C(C1)F ((1r,4r)-4-((3,5-Difluorobenzyl)(methyl)amino)cyclohexyl)(3,3,5-trimethyl-2,3-dihydro-1H-pyrrolo[3,2-b]pyridin-1-yl)methanone